FC=1C(=CC2=C(C(N3[C@@H](CO2)C[C@@H](C3)O)=O)C1OCC(C)(C)F)C (2S,11aR)-7-Fluoro-6-(2-fluoro-2-methylpropoxy)-2-hydroxy-8-methyl-2,3,11,11a-tetrahydro-1H,5H-benzo[f]pyrrolo[2,1-c][1,4]oxazepin-5-one